2-((3-Bromo-5,7-dichloro-6-fluoroquinolin-4-yl)amino)ethan-1-ol BrC=1C=NC2=CC(=C(C(=C2C1NCCO)Cl)F)Cl